[Li].OC(COC(C1=C(C(=CC=C1)OC)OC)(C1=CC=CC=C1)C1=CC=CC=C1)C 2-hydroxy-1-(dimethoxytriphenylmethylhydroxy)-propane lithium salt